acridine trihydrochloride Cl.Cl.Cl.C1=CC=CC2=NC3=CC=CC=C3C=C12